5-fluoro-4-methoxypyrimidin FC=1C(=NC=NC1)OC